IC=1C=C(C(=O)NC2=CC=C(C=C2)S(=O)(=O)N2CCNCC2)C=CC1OC 3-Iodo-4-methoxy-N-(4-(piperazin-1-ylsulfonyl)phenyl)benzamide